8-methyl-8-tricyclo[5.2.1.02,6]decanyl methacrylate C(C(=C)C)(=O)OC1(C2C3CCCC3C(C1)C2)C